ClC=1C=C(C=C(C1)Cl)C1(CC(=NO1)N1CC=2C=NC(=CC2C1)C(=O)N1C(CCC1)F)C(F)(F)F (2-(5-(3,5-dichlorophenyl)-5-(trifluoromethyl)-4,5-dihydroisoxazol-3-yl)-2,3-dihydro-1H-pyrrolo[3,4-c]pyridin-6-yl)(2-fluoropyrrolidin-1-yl)methanone